C(C)OC(=O)C=1N=CC=2CN(CC(C2C1)C1CCCC1)C1=CC(=CC(=C1)C)F 5-cyclopentyl-7-(3-fluoro-5-methylphenyl)-5,6,7,8-tetrahydro-2,7-naphthyridine-3-carboxylic acid ethyl ester